tert-butyl 3-(5-bromo-6-methoxypyridin-2-yl)piperidine-1-carboxylate BrC=1C=CC(=NC1OC)C1CN(CCC1)C(=O)OC(C)(C)C